(R)-8-((2-((1-(3-(3-((tert-butoxycarbonyl)(methyl)amino)propoxy)phenyl)ethyl) amino)pyrimidin-4-yl)amino)octyl ethanesulfonate C(C)S(=O)(=O)OCCCCCCCCNC1=NC(=NC=C1)N[C@H](C)C1=CC(=CC=C1)OCCCN(C)C(=O)OC(C)(C)C